N-(3-fluorobenzyl)-1H-indazole-5-amine FC=1C=C(CNC=2C=C3C=NNC3=CC2)C=CC1